tert-butyl (R)-3-(2-methyl-5-((1-methyl-1H-pyrazol-3-yl)methoxy)benzofuran-3-carboxamido)-pyrrolidine-1-carboxylate CC=1OC2=C(C1C(=O)N[C@H]1CN(CC1)C(=O)OC(C)(C)C)C=C(C=C2)OCC2=NN(C=C2)C